C(C1=CC=CC=C1)O[C@@H]1[C@@H](CO[C@@H]([C@@H]1OCC1=CC=CC=C1)COCC1=CC=CC=C1)CN1N=NC(=C1)CNC(C)=O N-((1-(((3R,4R,5R,6R)-4,5-bis(benzyloxy)-6-((benzyloxy)methyl)tetrahydro-2H-pyran-3-yl)methyl)-1H-1,2,3-triazol-4-yl)methyl)acetamide